C1(CCCCCCC1)CN1CCC2=CC=CC=C12 cyclooctylmethylindoline